N-(9,9'-diphenyl-9H-fluoren-2-yl)-9,9-diphenyl-9H-fluoren-2-amine C1(=CC=CC=C1)C1(C2=CC=CC=C2C=2C=CC(=CC12)NC1=CC=2C(C3=CC=CC=C3C2C=C1)(C1=CC=CC=C1)C1=CC=CC=C1)C1=CC=CC=C1